C1(CC1)NC(=O)C=1C=C(C(=C(C1)C1=NC=C(C(=O)NC(CC)(C)CC)C=C1)C)F 6-{5-[(cyclopropylamino)carbonyl]-3-fluoro-2-methylphenyl}-N-(1-ethyl-1-methylpropyl)nicotinamide